3-(2-oxooxazolidin-3-yl)benzaldehyde O=C1OCCN1C=1C=C(C=O)C=CC1